N-{[(2-methylpropan-2-yl)oxy]carbonyl}glycine CC(C)(C)OC(=O)NCC(=O)O